4-[3-[4-Cyano-3-(trifluoromethyl)-phenyl]-5,5-dimethyl-4-oxo-2-thioxo-1-imidazolidinyl]-2-fluoro-N-methylbenzamid C(#N)C1=C(C=C(C=C1)N1C(N(C(C1=O)(C)C)C1=CC(=C(C(=O)NC)C=C1)F)=S)C(F)(F)F